3-chloro-2-[[(2R)-4,4-difluoropyrrolidin-2-yl]methoxy]pyridine ClC=1C(=NC=CC1)OC[C@@H]1NCC(C1)(F)F